N-{(5R)-8-Chloro-1-[trans-4-(pyridin-2-yloxy)cyclohexyl]-5,6-dihydro-4H-[1,2,4]triazolo[4,3-a][1]benzazepin-5-yl}-4,4-difluorocyclohexancarboxamid ClC=1C=CC2=C(C[C@H](CC=3N2C(=NN3)[C@@H]3CC[C@H](CC3)OC3=NC=CC=C3)NC(=O)C3CCC(CC3)(F)F)C1